C(C1=CC=CC=C1)C=1NC(=NN1)C(=O)NC=1C=NC=C(C1)C1=C(C=CC(=C1)OC(C)C)C 5-benzyl-N-(5-(5-isopropoxy-2-methylphenyl)pyridin-3-yl)-4H-1,2,4-triazole-3-carboxamide